4-(4,4-diethyl-2-imino-6-oxo-hexahydropyrimidin-1-yl)-N-[(1R,2R)-2-hydroxyindan-1-yl]-3-(methoxymethyl)-3-methyl-chromane-6-carboxamide C(C)C1(NC(N(C(C1)=O)C1C(COC2=CC=C(C=C12)C(=O)N[C@H]1[C@@H](CC2=CC=CC=C12)O)(C)COC)=N)CC